(R)-N-(1-benzylpiperidin-3-yl)-4-chloro-2-methylpyrazolo[1,5-d][1,2,4]triazin-7-amine C(C1=CC=CC=C1)N1C[C@@H](CCC1)NC1=NN=C(C=2N1N=C(C2)C)Cl